Benzyl 1-(benzyloxycarbonyl-sulfamoyl)-3-[2-piperidyl]pyrrole-2-carboxylate hydrochloride Cl.C(C1=CC=CC=C1)OC(=O)NS(=O)(=O)N1C(=C(C=C1)C1NCCCC1)C(=O)OCC1=CC=CC=C1